(S)-6-hydroxy-2,5,7,8-tetramethyl-N-((R)-piperidin-3-yl)chroman-2-carboxamide hydrochloride Cl.OC=1C(=C2CC[C@](OC2=C(C1C)C)(C(=O)N[C@H]1CNCCC1)C)C